ClC1=CC=C2C(=NC(N(C2=C1)C1=CC=CC=C1)=O)CN(C)C 7-chloro-4-((dimethylamino)methyl)-1-phenylquinazolin-2(1H)-one